2-((1R,6R)-6-aminocyclohex-3-en-1-yl)-N-benzyl-3,5-dichlorothieno[3,2-b]pyridin-7-amine N[C@@H]1CC=CC[C@H]1C1=C(C2=NC(=CC(=C2S1)NCC1=CC=CC=C1)Cl)Cl